N(C1=CC=CC=C1)C=1C(=C(C=CC1)[C@]1(NC(N(C(C1)=O)C1CC(C1)(C)O)=NC(OC(C)(C)C)=O)C)Cl tert-Butyl N-[(4S)-4-(3-anilino-2-chlorophenyl)-1-(3-hydroxy-3-methylcyclobutyl)-4-methyl-6-oxohexahydropyrimidin-2-ylidene]carbamate